[O-]O.C(C)(C)C1=C(C=CC=C1)C(C)C di-isopropylbenzene hydroperoxide